FC1=CC=C(C=2C3=C(NC12)CCN(C3)C(=O)C=3N=C(SC3)C(F)(F)F)C (6-fluoro-9-methyl-1,3,4,5-tetrahydropyrido[4,3-b]indol-2-yl)-[2-(trifluoromethyl)thiazol-4-yl]methanone